FC(OC1=CC=C(C=C1)N1C(C(=CC2=C1N=C(N=C2)SC)C2=CC1=CN(N=C1C=C2)C)=O)F 8-(4-(difluoromethoxy)phenyl)-6-(2-methyl-2H-indazol-5-yl)-2-(methylsulfanyl)pyrido[2,3-d]pyrimidin-7(8H)-one